FC1=C(C(C(C1(F)F)(F)F)(F)F)C(C(F)(F)F)(C(F)(F)F)F 1,3,3,4,4,5,5-heptafluoro-2-(perfluoropropane-2-yl)cyclopent-1-ene